[F].[Eu] europium fluorine